1-Benzylhexahydropyrrolo[3,4-b]pyrrol-3(2H)-one C(C1=CC=CC=C1)N1C2C(C(C1)=O)CNC2